NC(C#CC=1C=C2CCN3C(C2=CC1)=CC(=NC3=O)OCC3OC=1C(=NC=CC1)OC3)(C)C 9-(3-Amino-3-methyl-but-1-ynyl)-2-(2,3-dihydro-[1,4]dioxino[2,3-b]pyridin-2-ylmethoxy)-6,7-dihydro-pyrimido[6,1-a]isoquinolin-4-one